C1N(CC12CNC2)CC(=O)OC(C)(C)C tert-butyl 2-(2,6-diazaspiro[3.3]heptan-2-yl)acetate